(5-((4-(4-benzyl-5-oxo-4,5-dihydro-1H-1,2,4-triazol-1-yl)phenyl)thio)-4-methylthiazol-2-yl)carbamic acid tert-butyl ester C(C)(C)(C)OC(NC=1SC(=C(N1)C)SC1=CC=C(C=C1)N1N=CN(C1=O)CC1=CC=CC=C1)=O